C(#N)CC1CCN(CC1)C=1N=C(C2=C(C=NNC2=O)N1)NC=1C=CC(=NC1)N1CCC(CC1)CC#N 2-(1-(5-((2-(4-(Cyanomethyl)piperidin-1-yl)-5-oxo-5,6-dihydropyrimido[4,5-d]pyridazin-4-yl)amino)pyridin-2-yl)piperidin-4-yl)acetonitril